IC1=CC=C(C=C1)N1CC(=NC=C1)C 1-(4-iodophenyl)-3-methylpyrazin